OCC[Si](OCC(O)(O)O)(CCCN)CCO bis(2-hydroxyethyl)-3-aminopropyltrihydroxyethoxysilane